N-(adamantan-2-yl)-4-(6-methoxy-pyridin-3-yl)-1H-pyrrole-2-carboxamide C12C(C3CC(CC(C1)C3)C2)NC(=O)C=2NC=C(C2)C=2C=NC(=CC2)OC